N-{4-[(5-fluoro-6,7-dimethoxyquinazolin-4-yl)amino]phenyl}-2-[4-(prop-2-yl)-1H-1,2,3-triazol-1-yl]acetamide FC1=C2C(=NC=NC2=CC(=C1OC)OC)NC1=CC=C(C=C1)NC(CN1N=NC(=C1)C(C)C)=O